C[Si](C)(C)C#CC1=CC=C(C=C1)B1OC(C)(C)C(C)(C)O1 4-((tri-methylsilyl)ethynyl)benzeneboronic acid pinacol ester